FC=1C=CC2=C(C3C(O2)C3C(=O)NCC3=NC(=NO3)C3=CC=CC=C3)C1 exo-5-Fluoro-N-[(3-phenyl-1,2,4-oxadiazol-5-yl)methyl]-1a,6b-dihydro-1H-cyclopropa[b][1]benzofuran-1-carboxamide